tricarboxymethyl sulfide C(=O)(O)C(C(=O)O)(C(=O)O)SC(C(=O)O)(C(=O)O)C(=O)O